O=C(C)CCC1=CC=CC=C1 2-oxo-4-phenylbutane